[Cl].C(C(=O)O)(=O)O oxalic acid chlorine